FC1=C(C=CC(=C1)F)C1=NC=CC(=C1)NC1=NC=NC2=CC(=C(C=C12)NC(C=C)=O)OCCCN1CCOCC1 N-(4-((2-(2,4-difluorophenyl)pyridin-4-yl)amino)-7-(3-morpholinopropoxy)quinazolin-6-yl)acrylamide